1,4-Phenylendiacrylat C1(=CC=C(C=C1)C=CC(=O)[O-])C=CC(=O)[O-]